(3ar,6ar)-1-methylhexahydropyrrolo[3,4-b]pyrrole CN1[C@@H]2[C@H](CC1)CNC2